Bromo-6-fluoro-1-(triisopropylsilyl)-1H-indol-5-ol BrC=1N(C2=CC(=C(C=C2C1)O)F)[Si](C(C)C)(C(C)C)C(C)C